CN(C1=C(C(=O)Cl)C=CC=C1)S(=O)(=O)C 2-[Methyl(methylsulfonyl)amino]benzoyl chloride